C1(CC1)C1=NN(C(=C1)NC(CC=1C=NN(C1)C1=NC(=CC=C1)OC)=O)C(=O)OC(C)(C)C tert-butyl 3-cyclopropyl-5-{2-[1-(6-methoxypyridin-2-yl)pyrazol-4-yl]acetamido}pyrazole-1-carboxylate